C(C)C=1C(NC(=CC1)[C@H]1CNCC1)=O |r| racemic-3-ethyl-6-(pyrrolidin-3-yl)pyridin-2(1H)-one